C(=O)C1=CC2=C(C3=CN(N=C3C=C2)C(C(=O)OCC)C(C)C)C=C1 ethyl 2-(7-formyl-2H-benzo[e]indazol-2-yl)-3-methylbutanoate